COC(=O)C1=CC2=C(N1CC1=CC=C(C=C1)C=1C=NC=CC1)C(=CS2)Br 3-bromo-4-(4-(pyridin-3-yl)benzyl)-4H-thieno[3,2-b]Pyrrole-5-carboxylic acid methyl ester